N1(CCC[C@H]2CCCC[C@H]12)C([C@@H](CNC)N(CC1=CC=C(C=C1)CC)C1CC1)=O (2R)-1-[(4aR,8aS)-3,4,4a,5,6,7,8,8a-Octahydro-2H-quinolin-1-yl]-2-[cyclopropyl-[(4-ethylphenyl)methyl]amino]-3-(methylamino)propan-1-one